4-tert-butyl-2-(8-quinolinyl)-4,5-dihydrothiazole C(C)(C)(C)C1N=C(SC1)C=1C=CC=C2C=CC=NC12